N-(4-fluorophenyl)acetamide hydrochloride Cl.FC1=CC=C(C=C1)NC(C)=O